N-{4-Methoxy-7-phenyl-[1,3]thiazolo[4,5-c]pyridin-2-yl}-1H-pyrazol-4-carboxamid COC1=NC=C(C2=C1N=C(S2)NC(=O)C=2C=NNC2)C2=CC=CC=C2